((4-(2-(methyl-2-pyridinylamino)ethoxy)phenyl)methyl)2,4-thiazolidinedione CN(CCOC1=CC=C(C=C1)CN1C(SCC1=O)=O)C1=NC=CC=C1